ClC1=CC=C(C[C@H]2CO[C@H](CN2C2CCC(CC2)C=2N=NN(C2)C)CS(=O)(=O)C)C=C1 (2R,5S)-5-(4-Chlorobenzyl)-4-(4-(1-methyl-1H-1,2,3-triazol-4-yl)cyclohexyl)-2-((methylsulfonyl)methyl)morpholin